C(C=C)NCC=1C(=CC(=NC1)C(=O)NC=1C(=C(C=CC1)C1=C(C(=CC=C1)NC(=O)C=1N(C2=C(CN(CC2)C)N1)C)Cl)C)COC N-(3'-(5-((allylamino)methyl)-4-methoxymethylpyridinoylamino)-2-chloro-2'-methyl-[1,1'-biphenyl]-3-yl)-1,5-dimethyl-4,5,6,7-tetrahydro-1H-imidazo[4,5-c]pyridine-2-carboxamide